NC=1C(=NC(=C(C1)F)Br)C(=O)OC Methyl 3-amino-6-bromo-5-fluoropyridineformate